FC(OC1=C(C(=O)NN)C=CC=C1)F 2-(difluoromethoxy)benzoyl-hydrazine